4-benzyl-3-(difluoromethyl)-8-methyl-3,4-dihydroquinoxalin-2(1H)-one C(C1=CC=CC=C1)N1C(C(NC2=C(C=CC=C12)C)=O)C(F)F